C(=O)(O)C(C(=O)O)N[C@@H](CCC(=O)O)C(=O)O DicarboxymethylGlutamic Acid